4-chloro-3-iodo-1-(1,4-dioxaspiro[4.5]decan-8-yl)-1H-pyrazolo[4,3-c]pyridine ClC1=NC=CC2=C1C(=NN2C2CCC1(OCCO1)CC2)I